C(C(C)C)OP1OC(C(O1)C1CCCCC1)C1CCCCC1 2-isobutoxy-[4,5-dicyclohexyl]-1,3,2-dioxaphospholane